ClC1=C(N(N=C1)C1=NC=CC=C1Cl)C(=O)N chloro-2-(3-chloro-2-pyridyl)pyrazole-3-carboxamide